FC1=C(C=CC=C1C[C@@H]1N(CC2(CC2)[C@@H]1NS(=O)(=O)C)C(=O)NCC(F)(F)F)C1=CC=CC=C1 (6S,7S)-6-((2-fluoro-[1,1'-biphenyl]-3-yl)methyl)-7-(methyl-sulfonamido)-N-(2,2,2-trifluoroethyl)-5-azaspiro[2.4]heptane-5-carboxamide